BrC1=C(C=C2C(=NC(NC2=C1F)Cl)N1CC(OCCC1)C(=O)N(C)C)Cl 4-(7-bromo-2,6-dichloro-8-fluoro-1,2-dihydroquinazolin-4-yl)-N,N-dimethyl-1,4-oxazepane-2-carboxamide